B(O)(O)O.FC(C1=NN(C(=C1)[K])CCCOC)(F)F trifluoro[1-(3-methoxypropyl)-3-methyl-1H-pyrazol-5-yl]Potassium borate